CC(=C(C(C)=O)C)CCCC Dimethyl-Octenone